ClC1(CN=CN=C1)C(=O)OCC ethyl 5-chloropyrimidine-5-carboxylate